acryloyl-dimethyl-taurine ammonium methacrylate C(C(=C)C)(=O)[O-].[NH4+].C(C=C)(=O)C(N(C)C)CS(=O)(=O)O